6-methyl-octanal CC(CCCCC=O)CC